Cyclopropyl(methyl)((2-(2-methyl-1H-benzo[d]-imidazol-1-yl)-6-((R)-3-methylmorpholino)-pyrimidin-4-yl)imino)-λ6-sulfanone C1(CC1)S(=O)(=NC1=NC(=NC(=C1)N1[C@@H](COCC1)C)N1C(=NC2=C1C=CC=C2)C)C